4-hydroxy-6,7-dimethoxyquinoline-3-carbonitrile OC1=C(C=NC2=CC(=C(C=C12)OC)OC)C#N